zinc butylsulfan-zinc salt [Zn].C(CCC)S.[Zn]